(7R,8R)-8-Hydroxy-7-((S)-5H-imidazo[5,1-a]isoindol-5-yl)-5,6,7,8-tetrahydronaphthalen-2-carbonitril O[C@@H]1[C@H](CCC=2C=CC(=CC12)C#N)[C@@H]1N2C(C3=CC=CC=C13)=CN=C2